N(=[N+]=[N-])[C@H]1CC2(C3CCC4(CCCC4C3CCC2CC1)C)C 2R-azido-10,13-dimethylhexadecahydro-1H-cyclopenta[a]phenanthren